2-(4-aminopiperidine-1-yl)acetic acid NC1CCN(CC1)CC(=O)O